5-amino-9-chloro-7-(2-(4-(2,4-difluorophenyl)piperazin-1-yl)ethyl)-2-(pyridin-2-yl)-7H-pyrrolo[3,2-e][1,2,4]triazolo[1,5-c]pyrimidine-8-carboxamide NC1=NC2=C(C=3N1N=C(N3)C3=NC=CC=C3)C(=C(N2CCN2CCN(CC2)C2=C(C=C(C=C2)F)F)C(=O)N)Cl